diethyl diborate B(OCC)(OCC)OB([O-])[O-]